CC1(CC=C(CC1)C1=CC2=CN(N=C2C=C1)C=1C=C(C(=C(C1)O)F)C(F)(F)F)C 5-(5-(4,4-Dimethylcyclohex-1-en-1-yl)-2H-indazol-2-yl)-2-fluoro-3-(trifluoromethyl)phenol